BrC1=C(C(=O)O)C=C(C(=C1)C(F)(F)F)C#N 2-bromo-5-cyano-4-(trifluoromethyl)benzoic acid